COC[C@H](C)NC(O[C@H]1C[C@H](CC1)C1=CC(=NN1)NC(CC1=NC=C(N=C1)C(F)(F)F)=O)=O (1R,3S)-3-[3-({[5-(tri-fluoromethyl)pyrazin-2-yl]acetyl}amino)-1H-pyrazol-5-yl]cyclopentyl [(2S)-1-methoxypropan-2-yl]carbamate